C(C)(=O)OC1C(OC(C(C1OC(C)=O)OC(C)=O)C(=O)OC)OC1=C(C=C(C=C1)CO[Si](C)(C)C(C)(C)C)[N+](=O)[O-] 2-(4-(((tert-butyldimethylsilyl)oxy)methyl)-2-nitrophenoxy)-6-(methoxycarbonyl)tetrahydro-2H-pyran-3,4,5-triyl triacetate